FC=1C=C(C=C(C1O)C=O)NC(OC1=CC=C(C=C1)C(F)(F)F)=O 4-(trifluoromethyl)phenyl (3-fluoro-5-formyl-4-hydroxyphenyl)carbamate